COC=1C=CC=2C3=C(NC2C1)CCN(CC3)CCO 2-(8-methoxy-2,4,5,6-tetrahydro-1H-azepino[4,5-b]indol-3-yl)ethanol